N-(2,2-difluoroethyl)-3-fluoro-2-nitro-aniline FC(CNC1=C(C(=CC=C1)F)[N+](=O)[O-])F